3-(3-fluoro-6,7,8,9-tetrahydro-5H-benzocyclohepten-5-yloxy)-5-[4-(2-pyrrolidin-1-yl-ethoxy)-phenyl]-pyridin-2-ylamine FC1=CC2=C(CCCCC2OC=2C(=NC=C(C2)C2=CC=C(C=C2)OCCN2CCCC2)N)C=C1